NC=1C=2N(C(=C(N1)C=1C=C(C#N)C=CC1)C1=C(N=CO1)C)N=C(N2)CC2=NC=CC=C2 3-(8-amino-5-(4-methyl-oxazol-5-yl)-2-(pyridin-2-ylmethyl)-[1,2,4]triazolo[1,5-a]pyrazin-6-yl)benzonitrile